CC1=CC(=NO1)NC(=O)C1=CSC(=C1)[C@H]1[C@@H](C1)NCC1CCOCC1 N-(5-methyl-1,2-oxazol-3-yl)-5-((1R,2R)-2-((tetrahydro-2H-pyran-4-ylmethyl)-amino)cyclopropyl)-thiophene-3-carboxamide